7-((2-(6-(2,2,2-trifluoroethyl)quinazolin-4-yl)-2,7-diazaspiro[3.5]nonan-7-yl)methyl)-2H-benzo[b][1,4]oxazin-3(4H)-one FC(CC=1C=C2C(=NC=NC2=CC1)N1CC2(C1)CCN(CC2)CC=2C=CC1=C(OCC(N1)=O)C2)(F)F